NC=1N=NC(=CC1N1CC2CCC(C1)N2C2=CC(=NC=C2)C#CCN2CC1C(C(C2)C1)O)C1=C(C=CC=C1)O 3-[3-[4-[3-[3-amino-6-(2-hydroxyphenyl)pyridazin-4-yl]-3,8-diazabicyclo[3.2.1]oct-8-yl]-2-pyridinyl]prop-2-ynyl]-3-azabicyclo[3.1.1]heptan-6-ol